(1-(1H-indol-3-yl)hexane-2-yl)-7-(spiro[2.3]hexane-5-yl)-5,6,7,8-tetrahydroimidazo[1,2-a]pyrazine-2-carboxamide N1C=C(C2=CC=CC=C12)CC(CCCC)C1=C(N=C2N1CCN(C2)C2CC1(CC1)C2)C(=O)N